5-pentyl-1,4-naphthoquinone C(CCCC)C1=C2C(C=CC(C2=CC=C1)=O)=O